tert-butyl (R)-3-(1H-imidazole-1-carbonyl)-6-methyl-2,4,6,7-tetrahydro-5H-pyrazolo[4,3-c]pyridine-5-carboxylate N1(C=NC=C1)C(=O)C=1NN=C2C1CN([C@@H](C2)C)C(=O)OC(C)(C)C